C1(CC1)N1CC(C1)(F)[C@@](C=1C=C(C=CC1)C1=NOC(=N1)C(C)(C)O)(C1=CC=C(C=C1)C(C)C)O 2-(3-{3-[(S)-(1-Cyclopropyl-3-fluoro-azetidin-3-yl)-hydroxy-(4-isopropyl-phenyl)-methyl]-phenyl}-[1,2,4]oxadiazol-5-yl)-propan-2-ol